C[C@@H]1N2[C@@H](CC3=C1NC=1C=CC=CC31)C(N(CC2=O)N\C=C\CCCCCC)=O (6S,12aS)-6-methyl-2-((E)-octenylamino)-2,3,12,12a-tetrahydropyrazino[1',2':1,6]pyrido[3,4-b]indole-1,4(6H,7H)-dione